2-(Difluoromethyl)-5-(6-((2,4-difluorophenoxy)methyl)pyridin-3-yl)-1,3,4-oxadiazole FC(C=1OC(=NN1)C=1C=NC(=CC1)COC1=C(C=C(C=C1)F)F)F